(R)-N-((1R,2R)-1-(3-chloro-4-((tetrahydro-2H-pyran-4-yl)oxy)phenyl)-1-hydroxy-3-(pyrrolidin-1-yl)propan-2-yl)-1-(4-fluorophenyl)pyrrolidine-3-carboxamide ClC=1C=C(C=CC1OC1CCOCC1)[C@H]([C@@H](CN1CCCC1)NC(=O)[C@H]1CN(CC1)C1=CC=C(C=C1)F)O